COC(CC1=C(C=C(C=C1)C=C)OCC1=CC=CC=C1)=O 2-(2-(Benzyloxy)-4-vinylphenyl)acetic acid methyl ester